p-methoxyphenyl hexoxy ether C(CCCCC)OOC1=CC=C(C=C1)OC